ClC1=CC(=C(C=C1)C(C)=O)C1=NC=NC(=C1)OC 1-[4-chloro-2-(6-methoxypyrimidin-4-yl)phenyl]Ethan-1-one